BrC=1C(=C(C(=O)NCCCl)C=CC1)C 3-bromo-N-(2-chloroethyl)-2-methylbenzamide